N-(7-(cyclopentylmethyl)-7-azaspiro[3.5]nonan-2-yl)-N-phenyl-1H-pyrrole-3-carboxamide hydrochloride Cl.C1(CCCC1)CN1CCC2(CC(C2)N(C(=O)C2=CNC=C2)C2=CC=CC=C2)CC1